dioxan (2-methyl)acrylate benzyl-4-[(3S,4R,5S)-3-acetamido-4,5-diacetoxy-1-piperidyl]-4-oxo-butanoate C(C1=CC=CC=C1)OC(CCC(=O)N1C[C@@H]([C@H]([C@H](C1)OC(C)=O)OC(C)=O)NC(C)=O)=O.CC(C(=O)O)=C.O1CCOCC1